COC(=O)C1C2CCC(C1NC1=NC(=NC(=C1)C1=CC=CC=C1)Cl)CC2 (+/-)-trans-3-((2-chloro-6-phenylpyrimidin-4-yl)amino)bicyclo[2.2.2]Octane-2-carboxylic acid methyl ester